C(C)(C)(C)C1=CC=C(NC2CCCCC2)C=C1 4-(tert-butyl)-N-cyclohexylaniline